CN1CCN(CC1)C=1C=C(C=CC1)NC=1N=CC2=C(N1)CN(CC2)C(=O)OC(C)(C)C tert-butyl 2-{[3-(4-methylpiperazin-1-yl)phenyl]amino}-5H,6H,7H,8H-pyrido[3,4-d]pyrimidine-7-carboxylate